(S)-(4-(4,7-difluorobenzo[d]oxazol-2-yl)-6,7-dihydro-1H-imidazo[4,5-c]pyridin-5(4H)-yl)(5-(1-methyl-1H-pyrazol-4-yl)-1,3,4-oxadiazol-2-yl)methanone FC1=CC=C(C2=C1N=C(O2)[C@H]2N(CCC1=C2N=CN1)C(=O)C=1OC(=NN1)C=1C=NN(C1)C)F